ClC=1C(=C(C(=CC1)N1N=NN=C1)C1=CC(N2C(CCC2C1)C=1NC(=CN1)C1=C(C(=NC=C1)N1CC2(COC2)C1)F)=O)F 7-(3-chloro-2-fluoro-6-(1H-tetrazol-1-yl)phenyl)-3-(5-(3-fluoro-2-(2-oxa-6-azaspiro[3.3]heptan-6-yl)pyridin-4-yl)-1H-imidazol-2-yl)-2,3,8,8a-tetrahydroindolizin-5(1H)-one